C(OC(C)Cl)(OCCCOC1OCCCC1)=O 1-chloroethyl (3-((tetrahydro-2H-pyran-2-yl) oxy) propyl) carbonate